[Pt].NC=1C2=C(N=CN1)N(C=C2C2CCC(CC2)NC(=O)NC2=CC(=NO2)C(C)(C)C)C2CC2 1-(4-(4-AMINO-7-CYCLOPROPYL-7H-PYRROLO[2,3-D]PYRIMIDIN-5-YL)CYCLOHEXYL)-3-(3-(TERT-BUTYL)ISOXAZOL-5-YL)UREA Platinum